1-(tert-butylsulfanyl)-4,4-dimethylpentan-2-one C(C)(C)(C)SCC(CC(C)(C)C)=O